N-methyl-N-[6-nitro-8-(trifluoromethyl)-5-quinolyl]Acetamide CN(C(C)=O)C1=C2C=CC=NC2=C(C=C1[N+](=O)[O-])C(F)(F)F